FC1=CC=C(CCN2[C@@H]([C@H]([C@@H]([C@H](C2)O)O)O)C)C=C1 (2R,3R,4R,5S)-1-(4-fluorophenethyl)-2-methylpiperidine-3,4,5-triol